COC1=CC(=NC=C1)N1N=CC(=C1)CC(=O)OC methyl 2-[1-(4-methoxypyridin-2-yl)pyrazol-4-yl]acetate